C1(CC1)OC=1C=C(C(=O)O)C=CC1N(C(CN(S(=O)(=O)C1=C(C(=C(C(=C1F)F)F)F)F)CC1=C(C=CC=C1)C(F)(F)F)=O)CC1=CC(=CC(=C1)C(F)(F)F)C1CC1 3-cyclopropoxy-4-(N-(3-cyclopropyl-5-(trifluoromethyl)benzyl)-2-(N-(2-(trifluoromethyl)benzyl)-(2,3,4,5,6-pentafluoro-phenyl)sulfonamido)acetamido)benzoic acid